C(CCCCCCCCCCCC(=O)O)(=O)N brassylic acid amide